1-(Cyclopropylmethyl)-4-fluoro-5-[5-methoxy-4-oxo-3-(1-phenyl-1H-pyrazol-5-yl)pyridazin-1(4H)-yl]-3,3-dimethyl-1,3-dihydro-2H-indol-2-one C1(CC1)CN1C(C(C2=C(C(=CC=C12)N1N=C(C(C(=C1)OC)=O)C1=CC=NN1C1=CC=CC=C1)F)(C)C)=O